N-[[4-[5-(difluoromethyl)-1,3,4-oxadiazol-2-yl]-2-fluoro-phenyl]methyl]-N-phenyl-6-(thietane-3-yl)-2,6-diazaspiro[3.3]heptane-2-carboxamide FC(C1=NN=C(O1)C1=CC(=C(C=C1)CN(C(=O)N1CC2(C1)CN(C2)C2CSC2)C2=CC=CC=C2)F)F